FC1(C(C(C1(C(F)(F)F)C(F)(F)F)(F)F)(F)F)F perfluoro-4,4-dimethylcyclobutane